5-((3,3-Difluoropyrrolidin-1-yl)methyl)thiazol-2-amine FC1(CN(CC1)CC1=CN=C(S1)N)F